C(C)(C)(C)OC(=O)N1CCC(CC1)C1=C2CCC(OC2=CC=C1)C1=C(C=C(C=C1)C#N)F.[N+](=O)([O-])C1=C(C=CC=C1)C1=C(C=C(N1)C1=CC=C(C=C1)C(F)(F)F)C=O (5-(2-nitrophenyl)-2-(4-(trifluoromethyl)phenyl)Azol-4-yl)methanone tert-butyl-4-(2-(4-cyano-2-fluorophenyl)chroman-5-yl)piperidine-1-carboxylate